(3,4-dihydro-2H-pyran-5-yl)morpholine Methyl-(R)-2-amino-3-(2,6-dichloropyridin-3-yl)propanoate COC([C@@H](CC=1C(=NC(=CC1)Cl)Cl)N)=O.O1CCCC(=C1)N1CCOCC1